ClC1=C(C(=CC=C1)F)C1(CC1)C1=NOC(=N1)C1=NNC(=C1)C(F)F 3-(1-(2-chloro-6-fluorophenyl)cyclopropyl)-5-(5-(difluoromethyl)-1H-pyrazol-3-yl)-1,2,4-oxadiazole